(3,3-difluoroazetidin-1-yl)(4,5,6,7-tetrahydropyrazolo[1,5-a]pyrazin-2-yl)methanone FC1(CN(C1)C(=O)C1=NN2C(CNCC2)=C1)F